C(#N)N1CC2=CC(=CC(=C2C1)C1=C(C(=O)N)C=C(C=C1)F)C#N 2-(2,6-dicyanoisoindolin-4-yl)-5-fluorobenzamide